2,4-dichloro-5-t-butoxyaniline ClC1=C(N)C=C(C(=C1)Cl)OC(C)(C)C